tungsten pentaoxide [W](=O)(=O)(=O)(=O)=O